OC(C)(C1=CC=CC=C1)C1=C(C=CC=C1)NS(=O)(=O)C=1SC=CC1 N-(2-(1-hydroxy-1-phenylethyl)phenyl)thiophene-2-sulfonamide